methyl 2-methyl-4-((((1-methyl-1H-imidazol-2-yl)methyl)sulfinyl)methyl)benzoate CC1=C(C(=O)OC)C=CC(=C1)CS(=O)CC=1N(C=CN1)C